BrC1=CC(=C(S1)C)C 5-bromo-2,3-dimethylthiophene